ClC1=CC(=C(COC2=NC=3CN(CCC3C=C2)CC2=NC=3C(=NC(=CC3)C(=O)O)N2C[C@H]2OCC2)C=C1)F (S)-2-((2-((4-chloro-2-fluorobenzyl)oxy)-5,8-dihydro-1,7-naphthyridin-7(6H)-yl)methyl)-3-(oxetan-2-ylmethyl)-3H-imidazo[4,5-B]pyridine-5-carboxylic acid